ClC1=C(C=C(N)C=C1)OCC1CC(C1)(F)F 4-chloro-3-((3,3-difluorocyclobutyl)methoxy)aniline